[N+](=[N-])=CC(=O)OC(CC1=CC=CC=C1)C 1-phenylpropan-2-yl 2-diazoacetate